CNC1=NC(=NC=C1C=O)SC 4-(methylamino)-2-methylsulfanyl-pyrimidine-5-carbaldehyde